OC=1C(C=CN2NC3CCCCC3C(C21)=O)=O 10-hydroxy-3,4,4a,5-tetrahydro-1H-pyrido[1,2-b]cinnoline-9,11(2H,11aH)-dione